NC1=NC=C(C=N1)C#CC=1C(=C(C=CC1)NS(=O)(=O)C=1C(=NC=C(C1)Cl)OC)F N-(3-((2-aminopyrimidin-5-yl)ethynyl)-2-fluorophenyl)-5-chloro-2-methoxypyridine-3-sulfonamide